C(C1=CC=CC=C1)C1=NN(C(=C1)N1CCCCC1)CC1=CC=C(C=C1)OCC(C)C (3-benzyl-1-(4-isobutoxybenzyl)-1H-pyrazol-5-yl)piperidine